ClC(OC1=CC=C(C=C1)NC(=O)C1=CC2=C(N(C=N2)CC(=O)NC2CC2)C(=C1)C=1C=NC=NC1)(F)F N-(4-(Chlorodifluoromethoxy)phenyl)-1-(2-(cyclopropylamino)-2-oxoethyl)-7-(pyrimidin-5-yl)-1H-benzo[d]Imidazole-5-carboxamide